ClC=1C=C(C=C(C1)F)C1=C(C(=CC=C1)C[C@@H]1N(CC([C@@H]1NS(=O)(=O)CC)(F)F)C(=O)C1CC1)F N-[(2S,3R)-2-[(3'-chloro-2,5'-difluoro[1,1'-biphenyl]-3-yl)methyl]-1-(cyclopropanecarbonyl)-4,4-difluoropyrrolidin-3-yl]ethanesulfonamide